C12(CCC(CC1)CC2)N(C(=O)NCCCC2(CC2)C(F)(F)F)C 1-(bicyclo[2.2.2]octan-1-yl)-1-methyl-3-(3-(1-(trifluoromethyl)cyclopropyl)propyl)urea